FC(C=1C=C(C=C(C1)C(F)(F)F)NCC(=O)N(C)C1=CC=C(C=C1)F)(F)F 2-((3,5-bis(trifluoromethyl)phenyl)amino)-N-(4-fluorophenyl)-N-methylacetamide